4-(7-Hydroxy-5,5-dimethyl-3-oxo-3,5-dihydrodibenzo[b,e]silin-10-yl)-3-methylbenzaldehyde OC1=CC2=C(C(=C3C([Si]2(C)C)=CC(C=C3)=O)C3=C(C=C(C=O)C=C3)C)C=C1